FC(C=1C=CC=C(C1N)N)(F)F 6-(trifluoromethyl)benzene-1,2-diamine